1-azido-3,6,9-trioxaundecan-11-ol N(=[N+]=[N-])CCOCCOCCOCCO